C(C)OC(C(CC(=O)OCC)C1CCCCC1)=O cyclohexylsuccinic acid diethyl ester